9h,9'h-3,3'-bicarbazole C1=CC(=CC=2C3=CC=CC=C3NC12)C=1C=CC=2NC3=CC=CC=C3C2C1